COC=1C=C(C=CC1OC)C=1NC2=CC=C(C=C2C1C(C)C)C(=O)OC methyl 2-(3,4-dimethoxyphenyl)-3-isopropyl-1H-indole-5-carboxylate